p-toluenesulfinic acid zinc [Zn].CC1=CC=C(C=C1)S(=O)O